O[C@H]1[C@H](CCC1)NC(=O)C=1C(N(N=C(C1)C1=CC=C(C=C1)OC(F)(F)F)C=1C=NC=CC1)=O N-[(1S,2R)-2-hydroxycyclopentyl]-3-oxo-2-(pyridin-3-yl)-6-[4-(trifluoromethoxy)phenyl]-2,3-dihydropyridazine-4-carboxamide